ClC1=CNC2=NC=C(C=C21)C=2C=C1CCN(CC1=C(C2)[C@H]2NCCOC2)C(=O)N2CCOCC2 (R)-(6-(3-chloro-1H-pyrrolo[2,3-b]pyridin-5-yl)-8-(morpholin-3-yl)-3,4-dihydroisoquinolin-2(1H)-yl)(morpholino)methanone